C1(=CC=CC=C1)N(C(=O)N1[C@@H]([C@H]2CC[C@@H](C1)N2C(N(CC2=CC=C(C=C2)C)C)=O)C(=O)O)C2=CC=CC=C2 (1R,2S,5S)-3-(diphenylcarbamoyl)-8-(methyl(4-methylbenzyl)carbamoyl)-3,8-diazabicyclo[3.2.1]octane-2-carboxylic acid